The molecule is an unsaturated fatty acyl-CoA that results from the formal condensation of the thiol group of coenzyme A with the carboxy group of (3R,11Z,14Z,17Z,20Z,23Z)-3-hydroxyhexacosapentaenoic acid. It is a (R)-3-hydroxyacyl-CoA, a 3-hydroxy fatty acyl-CoA, an unsaturated fatty acyl-CoA and a very long-chain fatty acyl-CoA. It is a conjugate acid of a (3R,11Z,14Z,17Z,20Z,23Z)-3-hydroxyhexacosapentaenoyl-CoA(4-). CC/C=C\\C/C=C\\C/C=C\\C/C=C\\C/C=C\\CCCCCCC[C@H](CC(=O)SCCNC(=O)CCNC(=O)[C@@H](C(C)(C)COP(=O)(O)OP(=O)(O)OC[C@@H]1[C@H]([C@H]([C@@H](O1)N2C=NC3=C(N=CN=C32)N)O)OP(=O)(O)O)O)O